FC1(CC(C1)ONC(CC)=O)F N-(3,3-difluorocyclobutoxy)propanamide